FC=1C=C2C(=NN(C2=CC1F)C1OCCCC1)C1=CC=C(C(=N1)C(=C)C)NC(OC(C)(C)C)=O tert-butyl N-[6-[5,6-difluoro-1-(oxan-2-yl)indazol-3-yl]-2-(prop-1-en-2-yl)pyridin-3-yl]carbamate